5-fluoro-6-{7-methoxyimidazo[1,2-a]pyridin-3-yl}-N-{[4-(1-methyl-1H-pyrazol-4-yl)phenyl]methyl}pyrimidin-4-amine FC=1C(=NC=NC1C1=CN=C2N1C=CC(=C2)OC)NCC2=CC=C(C=C2)C=2C=NN(C2)C